tert-butyl N-[1-(4-chloropyrido[3,2-d]pyrimidin-6-yl)azetidin-3-yl]carbamate ClC=1C2=C(N=CN1)C=CC(=N2)N2CC(C2)NC(OC(C)(C)C)=O